5-((5-(2-(((1r,4r)-4-aminocyclohexyl)oxy)-6-ethoxyphenyl)-1H-pyrazol-3-yl)amino)pyrazine-2-carbonitrile NC1CCC(CC1)OC1=C(C(=CC=C1)OCC)C1=CC(=NN1)NC=1N=CC(=NC1)C#N